3-(4-chlorophenyl)-4-cyclohexyl-1H-pyrazol-5-amine ClC1=CC=C(C=C1)C1=NNC(=C1C1CCCCC1)N